FC1=CC=C(C=C1)C=1N=C2SC=C(N2C1)CC(=O)NN 2-[6-(4-fluorophenyl)imidazo[2,1-b]thiazol-3-yl]acetohydrazide